C(C)OC=1C(=C2C=NNC2=CC1C)C1=NC=CC2=C1SC=1N=C(N=C(C12)N1CCOC[C@](C1)(O)C)OC[C@]12CCCN2C[C@@H](C1)F (6S)-4-(8-(5-ethoxy-6-methyl-1H-indazol-4-yl)-2-(((2R,7aS)-2-fluorotetrahydro-1H-pyrrolizin-7a(5H)-yl)methoxy)pyrido[4',3':4,5]thieno[2,3-d]pyrimidin-4-yl)-6-methyl-1,4-oxazepan-6-ol